4-((5-Chloro-7-(2-((2-isopropyl-3,5-dioxo-2,5-dihydro-1,2,4-triazine-4(3H)-yl)methyl)thieno[3,2-b]pyridin-7-yl)-1H-indol-1-yl)methyl)piperidine-4-carbonitrile ClC=1C=C2C=CN(C2=C(C1)C1=C2C(=NC=C1)C=C(S2)CN2C(N(N=CC2=O)C(C)C)=O)CC2(CCNCC2)C#N